[OH-].FC(C=1C=C(C=CC1)[N+](C)(C)C)(F)F 3-trifluoromethyl-phenyl-trimethyl-ammonium hydroxide